O1C(=NC=C1)C1=NC=C(C#N)C(=C1)C1=CC=CC=C1 6-(oxazol-2-yl)-4-phenylnicotinonitrile